tert-butyl (S)-((3'-chloro-2'-(3-(5-formyl-4-methoxypicolinamido)-2-methylphenyl)-6-methoxy-[2,4'-bipyridin]-5-yl)methyl)((5-oxopyrrolidin-2-yl)methyl)carbamate ClC=1C(=NC=CC1C1=NC(=C(C=C1)CN(C(OC(C)(C)C)=O)C[C@H]1NC(CC1)=O)OC)C1=C(C(=CC=C1)NC(C1=NC=C(C(=C1)OC)C=O)=O)C